2-oxo-8-azaspiro[4.5]decane O=C1CC2(CC1)CCNCC2